FC(OC1=NC=CC(=C1)C=1C=C(C(=C(C1)O)[C@H]1[C@@H](C[C@@H](C(=C1)C)O)C(=C)C)O)F (1'R,2'R,4'S)-4-(2-(Difluoromethoxy)pyridin-4-yl)-5'-methyl-2'-(prop-1-en-2-yl)-1',2',3',4'-tetrahydro-[1,1'-biphenyl]-2,4',6-triol